C(C)(C)OC1=CC=C(C=N1)C(C)O 1-(6-isopropoxypyridin-3-yl)ethan-1-ol